Benzotriazol-1-yl-oxy-tris-pyrrolidino-phosphonium N1(N=NC2=C1C=CC=C2)O[P+](N2CCCC2)(N2CCCC2)N2CCCC2